5-chloro-2-fluoro-N-[4-[4-([2-[(2-hydroxyethyl)(methyl)amino]ethyl]amino)-3-methyl-1-(oxan-2-yl)pyrazolo[3,4-d]pyrimidin-6-yl]phenyl]benzenesulfonamide ClC=1C=CC(=C(C1)S(=O)(=O)NC1=CC=C(C=C1)C1=NC(=C2C(=N1)N(N=C2C)C2OCCCC2)NCCN(C)CCO)F